Br.ClC1=C2CCNCC2=C(C(=C1O)O)Cl 5,8-Dichloro-6,7-dihydroxy-1,2,3,4-tetrahydroisoquinoline hydrobromide salt